Mono(2-acryloxyethyl) succinate C(CCC(=O)[O-])(=O)OCCOC(C=C)=O